2-(2,6-dibromo-4-fluorophenyl)-1,3-dioxolane BrC1=C(C(=CC(=C1)F)Br)C1OCCO1